FC1=C2NC(C(=NC2=CC=C1CN1C[C@@H](N(CC1)C=1C=CC(=NC1)C(=O)NC)C)C)=O (S)-5-(4-((5-fluoro-2-methyl-3-oxo-4H-quinoxalin-6-yl)methyl)-2-methylpiperazin-1-yl)-N-methylpyridine-2-carboxamide